4,4a-dimethyl-6-(1-propen-2-yl)-4,4a,5,6,7,8-hexahydro-2(3H)-naphthalenone CC1CC(C=C2CCC(CC12C)C(=C)C)=O